C1(CC1)NC(=O)C=1C=NN2C1N=C(C=C2)N2[C@H](CCC2)C2=CC(=CC(=C2)F)OCC(CO)O N-cyclopropyl-5-((2R)-2-(3-(2,3-dihydroxypropoxy)-5-fluorophenyl)pyrrolidin-1-yl)pyrazolo[1,5-a]pyrimidine-3-carboxamide